C1(CCCC1)C1=NC(=NN1C1=C(C=CC=C1)C(F)(F)F)C(=O)N[C@H](CC1=NN=NN1)CCN1CC(CCC1)(F)F 5-cyclopentyl-N-[(2S)-4-(3,3-difluoropiperidin-1-yl)-1-(1H-1,2,3,4-tetrazol-5-yl)butan-2-yl]-1-[2-(trifluoromethyl)phenyl]-1H-1,2,4-triazole-3-carboxamide